7-methoxyindolizine-1-carboxamide COC=1C=CN2C=CC(=C2C1)C(=O)N